5-(difluoromethyl)-3-((1-((6-(2-hydroxypropan-2-yl)-2-oxo-1,2-dihydropyridin-3-yl)methyl)-6-oxo-4-(1,1,2,2-tetrafluoroethyl)-1,6-dihydropyrimidin-5-yl)oxy)-2-methylbenzonitrile FC(C=1C=C(C(=C(C#N)C1)C)OC1=C(N=CN(C1=O)CC=1C(NC(=CC1)C(C)(C)O)=O)C(C(F)F)(F)F)F